2-(5-bromo-2-methoxybenzyl)-3-oxobutanoic acid ethyl ester C(C)OC(C(C(C)=O)CC1=C(C=CC(=C1)Br)OC)=O